N,N,N',N'-tetraisopropyl-1-(2-(2-propyloxy)carbonylbenzyloxy)phosphanediamine C(C)(C)N(P(N(C(C)C)C(C)C)OCC1=C(C=CC=C1)C(=O)OC(C)C)C(C)C